ethoxy(propoxy)pentaerythritol tetraacrylate C(C=C)(=O)OC(C(COC(C=C)=O)(COC(C=C)=O)COC(C=C)=O)(OCCC)OCC